(1R,2S,5S)-3-(4-Cyclopropyl-1H-indole-2-carbonyl)-6,6-dimethyl-N-((S)-1-oxo-3-((S)-2-oxopyrrolidin-3-yl)propan-2-yl)-3-azabicyclo[3.1.0]hexane-2-carboxamide C1(CC1)C1=C2C=C(NC2=CC=C1)C(=O)N1[C@@H]([C@H]2C([C@H]2C1)(C)C)C(=O)N[C@H](C=O)C[C@H]1C(NCC1)=O